CC1=C(C=CC=C1)SN1C(CCC1=O)=O N-(2-Methylphenylthio)succinimide